N-(5-((2-(2-oxa-5-azaspiro[3.4]octan-5-yl)ethyl)carbamoyl)-2-methylpyridin-3-yl)-2-(1,3-dimethyl-1H-pyrazol-4-yl)pyrazolo[5,1-b]thiazole-7-carboxamide C1OCC12N(CCC2)CCNC(=O)C=2C=C(C(=NC2)C)NC(=O)C=2C=NN1C2SC(=C1)C=1C(=NN(C1)C)C